C(C)(C)(C)OC(=O)NCC=1C=C(C(=O)O)C=C(C1)S(=O)(=O)C 3-(((tert-butoxycarbonyl)amino)methyl)-5-(methylsulfonyl)benzoic acid